(R)-2-bromo-3,3-dimethylbutyric acid Br[C@@H](C(=O)O)C(C)(C)C